1-cyclobutyl-3-(4-methoxy-benzyl)-1,3-diaza-spiro[4.5]decane-2,8-dione C1(CCC1)N1C(N(CC12CCC(CC2)=O)CC2=CC=C(C=C2)OC)=O